1-phenylpropyne C1(=CC=CC=C1)C#CC